L-(+)-glutamine C(CC(=O)N)[C@@H](C(=O)O)N